C1(=CC=CC=C1)C1=NC(=CC(=N1)C=1C(=C(C=C(C1N1C2=CC=CC=C2C=2C=C(C=CC12)C)C1=NC(=NC(=C1)C1=CC=CC=C1)C1=CC=CC=C1)N1C2=CC=CC=C2C=2C=C(C=CC12)C)N1C2=CC=C(C=C2C=2C=C(C=CC12)C1=CC=CC=C1)C1=NC(=CC=C1)C1=CC=CC=C1)C1=CC=CC=C1 9,9'-(3,5-bis(2,6-diphenylpyrimidin-4-yl)-2-(3-phenyl-6-(6-phenylpyridin-2-yl)-9H-carbazol-9-yl)-1,4-phenylene)bis(3-methyl-9H-carbazole)